C(C)(C)(C)OC(=O)NC1CCC(CC1)N1N=C2C=C(C(=CC2=C1)C(=O)OC)OC methyl 2-((1r,4r)-4-((tert-butoxycarbonyl)amino)cyclohexyl)-6-methoxy-2H-indazole-5-carboxylate